C(CCC)[C@@H]1N(S(C2=C(N(C1)C1=CC=C(C=C1)F)C=C(C(=C2)O/C=C/C(=O)O)SCC)(=O)=O)C (S)-(E)-3-((3-butyl-7-(ethylsulfanyl)-5-(4-fluorophenyl)-2-methyl-1,1-dioxido-2,3,4,5-tetrahydro-1,2,5-benzothiadiazepin-8-yl)oxy)acrylic acid